C(C)(C)(C)OC(=O)C1=CC=C2CN=CC2=C1 isoindole-6(3H)-carboxylic acid tert-butyl ester